diacrylate lithium [Li+].C(C=C)(=O)[O-].C(C=C)(=O)[O-].[Li+]